2-methylbenzene-1,3-diamine CC1=C(C=CC=C1N)N